CN1N=CC(=C1)C=1C(=NC(=NC1)NC1=CC=CC=C1)NC1CCNCC1 (1-methyl-1H-pyrazol-4-yl)-N2-phenyl-N4-(piperidin-4-yl)pyrimidine-2,4-diamine